N1=C(C=CC=C1C=1N=NN(C1I)C1=CC(=C(C(=O)O)C=C1)O)C=1N=NN(C1I)C1=CC(=C(C(=O)O)C=C1)O 4,4'-((PYRIDINE-2,6-DIYL)BIS(5-IODO-1H-1,2,3-TRIAZOLE-4,1-DIYL))BIS(2-HYDROXYBENZOIC ACID)